2-amino-N-{(1S,2S)-2-[(4-{1-[1-(2-hydroxyethyl)piperidin-4-yl]-1H-benzimidazol-5-yl}phenyl)methoxy]cyclopentyl}-5-(1-methyl-1H-pyrazol-4-yl)pyridine-3-carboxamide NC1=NC=C(C=C1C(=O)N[C@@H]1[C@H](CCC1)OCC1=CC=C(C=C1)C1=CC2=C(N(C=N2)C2CCN(CC2)CCO)C=C1)C=1C=NN(C1)C